3-(1-methyl-6-(4-(methylamino)piperidin-1-yl)-1H-indazol-3-yl)piperidine-2,6-dione hydrochloride Cl.CN1N=C(C2=CC=C(C=C12)N1CCC(CC1)NC)C1C(NC(CC1)=O)=O